COC1=CC=C(C=C1)[C@@H](C)N (R)-1-(4-methoxyphenyl)ethan-1-amine